C(C)C(COC([C@H](CC1=CC=CC=C1)NP(=O)(OC1=CC=CC=C1)OC1=CC=C(C=C1)[N+](=O)[O-])=O)CC.ClC1=NC2=C(C(=N1)Cl)OCC2 2,4-dichloro-5,7-dihydrofuropyrimidine 2-Ethylbutyl-(2S)-2-(((4-nitrophenoxy)(phenoxy)phosphoryl)amino)-3-phenylpropionate